(1R)-1-{5-[4-Fluoro-2-(trifluoromethyl)phenyl]-1,3,4-thiadiazol-2-yl}-6-azaspiro[2.5]octan-6-sulfonamid FC1=CC(=C(C=C1)C1=NN=C(S1)[C@@H]1CC12CCN(CC2)S(=O)(=O)N)C(F)(F)F